2-(Hydroxymethyl)-4H-chromen-4-on OCC=1OC2=CC=CC=C2C(C1)=O